tert-butyl (4-methoxybenzyl)(1,2,4,5-tetrazin-3-yl)carbamate COC1=CC=C(CN(C(OC(C)(C)C)=O)C=2N=NC=NN2)C=C1